C1(=CC=CC=C1)S(=O)(=O)NC1=CC=C(C=C1)CN1C=CC=2C=NC=CC21 N-[(4-benzenesulfonamidophenyl)methyl]-1H-pyrrolo[3,2-c]pyridine